FC=1C=CC(=C(C1)C(C)(C)NC=1C=CC=2N(N1)C=CN2)OCC2=CC=C(C=C2)OC N-(2-(5-fluoro-2-((4-methoxybenzyl)oxy)phenyl)-2-propyl)imidazo[1,2-b]pyridazin-6-amine